3-fluoro-6-(trifluoromethyl)-1H-pyrrolo[3,2-b]pyridine FC1=CNC=2C1=NC=C(C2)C(F)(F)F